ClC1=C(C=C2N=CC=NC2=C1)CNC=1C=NC=CC1N1C=CN=CC=C1 N-((7-chloroquinoxalin-6-yl)methyl)-4-(1,4-diazepin-1-yl)pyridin-3-amine